1-(11Z-docosenoyl)-2-(11Z,14Z-eicosadienoyl)-glycero-3-phosphocholine CCCCCCCCCC/C=C\CCCCCCCCCC(=O)OC[C@H](COP(=O)([O-])OCC[N+](C)(C)C)OC(=O)CCCCCCCCC/C=C\C/C=C\CCCCC